(R)-2-(5-((4-((1-(3-amino-5-(trifluoromethyl)phenyl)ethyl)amino)-2-methylquinazoline-6-yl)amino)-2-hydroxyphenyl)-N,N-dimethylacetamide NC=1C=C(C=C(C1)C(F)(F)F)[C@@H](C)NC1=NC(=NC2=CC=C(C=C12)NC=1C=CC(=C(C1)CC(=O)N(C)C)O)C